FC(CCCCOC(CCCCC(=O)OCCCCCCBr)OCCCCC(C(F)(F)F)(F)F)(C(F)(F)F)F 6-bromohexyl 6,6-bis((5,5,6,6,6-pentafluorohexyl)oxy)hexanoate